ClC=1C(=C(N2N=C(N=CC21)N[C@H]2[C@@H](COCC2)O)C(C)C(C)(C)F)C#N 5-chloro-7-(3-fluoro-3-methylbutan-2-yl)-2-(((3s,4R)-3-hydroxytetrahydro-2H-pyran-4-yl)amino)pyrrolo[2,1-f][1,2,4]triazine-6-carbonitrile